NCC(CN1N=CN(C1=O)C=1C=NC(=C(C1)C)C1=CC2=C(OCO2)C=C1)=C(F)F 2-[2-(aminomethyl)-3,3-difluoro-allyl]-4-[6-(1,3-benzodioxol-5-yl)-5-methyl-3-pyridinyl]-1,2,4-triazol-3-one